C(C1=CC=CC=C1)OCCOCCOCCOCCOCCNC(C1=CC=CC=C1)(C1=CC=CC=C1)C1=CC=CC=C1 [2-(2-{2-[2-(2-benzyloxy-ethoxy)-ethoxy]-ethoxy}-ethoxy)-ethyl]-tritylamine